tris(4-phenylbutyric acid) trisodium salt [Na+].[Na+].[Na+].C1(=CC=CC=C1)CCCC(=O)[O-].C1(=CC=CC=C1)CCCC(=O)[O-].C1(=CC=CC=C1)CCCC(=O)[O-]